(3R)-3-[4-[2-[(2S,3R)-3-hydroxy-2-methyl-azetidin-1-yl]-6-(trifluoromethyl)pyrimidin-4-yl]pyrazol-1-yl]pyrrolidine-1-carboxylic acid tert-butyl ester C(C)(C)(C)OC(=O)N1C[C@@H](CC1)N1N=CC(=C1)C1=NC(=NC(=C1)C(F)(F)F)N1[C@H]([C@@H](C1)O)C